(1R,6S)-2,2,6-trimethyl-N-(3-thiophenylmethyl)cyclohexane-1-carboxamide CC1([C@@H]([C@H](CCC1)C)C(=O)NCC1=CSC=C1)C